COC=1C=C2C(=CN(C2=CC1)C1(CC1)/C=C/C(C)=O)[N+](=O)[O-] (E)-4-(1-(5-methoxy-3-nitro-1H-indol-1-yl)cyclopropyl)but-3-en-2-one